C=1C2=CC=3C(N=C2C=CC1)=C1C=CC=CN1C3 indolizino[1,2-b]quinolin